2-methyl-9,10-dibutoxyanthracene CC1=CC2=C(C3=CC=CC=C3C(=C2C=C1)OCCCC)OCCCC